FC=1C=C(C=CC1)C(C=1C(=CNC1)S(=O)(=O)Cl)([2H])[2H] 4-((3-fluorophenyl)methyl-d2)-1H-pyrrole-3-sulfonyl chloride